6-[4-[(6-[[(1R)-2-[6-oxo-5-(trifluoromethyl)-1,6-dihydropyridazin-4-yl]-2,3-dihydro-1H-isoindol-1-yl]methoxy]pyrazin-2-yl)carbonyl]piperazin-1-yl]pyridine-3-carbonitrile O=C1C(=C(C=NN1)N1[C@H](C2=CC=CC=C2C1)COC1=CN=CC(=N1)C(=O)N1CCN(CC1)C1=CC=C(C=N1)C#N)C(F)(F)F